(S)-4-[4-dimethylamino-1-(4-fluorophenyl)-1-hydroxybutyl]-3-hydroxymethylbenzonitrile CN(CCC[C@](O)(C1=CC=C(C=C1)F)C1=C(C=C(C#N)C=C1)CO)C